4-(4-(9-benzyl-6-(1-methylcyclopropoxy)-9H-purin-8-yl)-3-chlorophenyl)piperazin-2-one C(C1=CC=CC=C1)N1C2=NC=NC(=C2N=C1C1=C(C=C(C=C1)N1CC(NCC1)=O)Cl)OC1(CC1)C